(+)-α-amino-3-(5-phosphonomethyl-[1,1'-biphenyl]-3-yl)propanoic acid NC(C(=O)O)CC=1C=C(C=C(C1)CP(=O)(O)O)C1=CC=CC=C1